N-((5-methyl-1H-pyrazol-1-yl)methyl)carboxamide CC1=CC=NN1CNC=O